BrC1=CN=C2CCCN(C2=C1)C(=O)OC(C)C Isopropyl 7-bromo-3,4-dihydro-1,5-naphthyridine-1(2H)-carboxylate